CN1CCN(CC1)C(=O)C=1C=C2C=CC(=CC2=CC1)CCNC1=NC=NC2=CC=C(C=C12)C#N 4-[2-[6-(4-methylpiperazine-1-carbonyl)naphthalen-2-yl]ethylamino]quinazoline-6-carbonitrile